C(#N)C1=CC(=C(OC=2C(=NNC2)C=2C=C(C(=O)OC)C=CC2)C=C1)F Methyl 3-[4-(4-cyano-2-fluorophenoxy)-1H-pyrazol-3-yl]benzoate